C1(CCC1)C1=NC(=C2N1CCN(C2)C(C)=O)C=2C=C1C(=NN(C1=CC2)C)C=2C=NN(C2)C 1-(3-cyclobutyl-1-(1-methyl-3-(1-methyl-1H-pyrazol-4-yl)-1H-indazol-5-yl)-5,6-dihydroimidazo[1,5-a]pyrazin-7(8H)-yl)ethan-1-one